ClC1=C(C=C2C=C(C(NC2=C1)=O)C=1C=C(C=CC1)CC(=O)O)C1=CC=C2C=CN(C2=C1)C1CC1 2-(3-(7-chloro-6-(1-cyclopropyl-1H-indol-6-yl)-2-oxo-1,2-dihydro-quinolin-3-yl)phenyl)acetic acid